4-chloro-1-methyl-5-((methyl-(phenethyl)amino)methyl)pyridin-2(1H)-one ClC1=CC(N(C=C1CN(CCC1=CC=CC=C1)C)C)=O